C(C)OC(=O)C1(CCN(CC1)S(=O)(=O)C1=C(C=C(C=C1)N(C)C)C1=CC(=CC=C1)OC)F.C1(=CC=CC=C1)C=1NC(=C(N1)C1=C(C=CC=C1)Cl)C1=CC=CC=C1 2,5-diphenyl-4-(2'-chlorophenyl)imidazole Ethyl-1-[4-(dimethylamino)-2-(3-methoxyphenyl)phenyl]sulfonyl-4-fluoro-piperidine-4-carboxylate